(3-fluoro-2-hydroxypropyl)-3-(4-fluorophenyl)-1H-pyrazole-5-carboxylic acid FCC(CN1N=C(C=C1C(=O)O)C1=CC=C(C=C1)F)O